methyl 5-(5-(2-(1-((2-amino-4-bromophenyl) amino)-3-azabicyclo[3.2.1]octan-3-yl) ethoxy)-1-methyl-1H-pyrazol-4-yl)-1-methyl-6-oxo-1,6-dihydropyridine-3-carboxylate NC1=C(C=CC(=C1)Br)NC12CN(CC(CC1)C2)CCOC2=C(C=NN2C)C2=CC(=CN(C2=O)C)C(=O)OC